NC1=NC=2C=CC(=CC2C2=C1C(=NN2C)C)C(=O)N([C@@H]2COC1=C2C=CC(=C1)C(F)(F)F)C 4-amino-N,1,3-trimethyl-N-((3S)-6-(trifluoromethyl)-2,3-dihydro-1-benzofuran-3-yl)-1H-pyrazolo[4,3-c]quinoline-8-carboxamide